t-butyl 7-((4-chlorobenzyl) oxy)-3,4-dihydroisoquinoline-2(1H)-carboxylate ClC1=CC=C(COC2=CC=C3CCN(CC3=C2)C(=O)OC(C)(C)C)C=C1